(3R,4S)-3-fluoro-1-(4-((5-isopropyl-8-((2R,3S)-2-methyl-3-(methylsulfonyl)azetidin-1-yl)isoquinolin-3-yl)amino)pyrimidin-2-yl)-3-methylpiperidin-4-ol F[C@@]1(CN(CC[C@@H]1O)C1=NC=CC(=N1)NC=1N=CC2=C(C=CC(=C2C1)C(C)C)N1[C@@H]([C@H](C1)S(=O)(=O)C)C)C